Triazin-Formaldehyd N1=NN=C(C=C1)C=O